C[C@H]1OCCCC1O |r| (2RS)-2-methyltetrahydro-2H-pyran-3-ol